BrC1=CC=NC(=N1)F 6-bromo-fluoropyrimidine